FC(CCC1N(S(C2=C(N(C1)C1CC3(C1)CC(C3)(F)F)C=C(C(=C2)OC)C(F)(F)F)(=O)=O)C)(C)F 3-(3,3-difluorobutyl)-5-(6,6-difluorospiro[3.3]heptan-2-yl)-8-methoxy-2-methyl-7-(trifluoromethyl)-2,3,4,5-tetrahydrobenzo[f][1,2,5]thiadiazepine 1,1-dioxide